5-(4-(2-(4-(4-(2,6-dioxopiperidin-3-yl)phenyl)piperidin-1-yl)ethyl)phenyl)-1H-pyrazolol O=C1NC(CCC1C1=CC=C(C=C1)C1CCN(CC1)CCC1=CC=C(C=C1)C1=CC(=NN1)O)=O